N-(5-((6-((R)-3-(3-chloro-2-fluorophenyl)isoxazolidine-2-yl)pyrimidine-4-yl)amino)-4-methoxy-2-(4-morpholinopiperidine-1-yl)phenyl)acrylamide ClC=1C(=C(C=CC1)[C@@H]1N(OCC1)C1=CC(=NC=N1)NC=1C(=CC(=C(C1)NC(C=C)=O)N1CCC(CC1)N1CCOCC1)OC)F